C(=C\C1=CC=CC=C1)/C1=CC=C(C=C1)O (E)-4-styrylphenol